tert-butyl((3S,4S)-4-fluoro-1-(pyridin-3-yl) pyrrolidin-3-yl) carbamate C(N)(O[C@H]1C(N(C[C@@H]1F)C=1C=NC=CC1)C(C)(C)C)=O